din-pentyl-aluminum hydride C(CCCC)[AlH]CCCCC